CON(C(C(N1N=C(C=C1)C(F)(F)F)C)=O)C N-methoxy-N,α-dimethyl-3-(trifluoromethyl)-1H-pyrazole-1-acetamide